CC(N)(C)C(=O)O α-methyl-L-alanine